CN1C(C2(C3=C1C=NC=1C=CC=CC31)CC2)=O 3'-methyl-2',3'-dihydrospiro[cyclopropane-1,1'-pyrrolo[2,3-c]quinolin]-2'-one